2-acetamido-4-(2-(2,5-dimethyl-1,2,3,4-tetrahydroisoquinolin-7-yl)-5H-pyrrolo[2,3-b]pyrazin-7-yl)-N,N-dimethylbenzamide C(C)(=O)NC1=C(C(=O)N(C)C)C=CC(=C1)C1=CNC2=NC=C(N=C21)C2=CC(=C1CCN(CC1=C2)C)C